tetrakisdimethylaminotin CN(C)[Sn](N(C)C)(N(C)C)N(C)C